ClC1=C(C(=C(CNC(=O)[C@]2(C=3C=CC=NC3[C@@](CC2)(CO)O)F)C=C1)F)F (5s,8s)-N-(4-chloro-2,3-difluorobenzyl)-5-fluoro-8-hydroxy-8-(hydroxymethyl)-5,6,7,8-tetrahydroquinoline-5-carboxamide